5-(Chloromethyl)-1,3-oxathiolan-2-on ClCC1CSC(O1)=O